methyl (S)-5-(benzyloxy)-2-(6-isopropylbenzo[d]oxazol-2-yl)-6-methoxy-1,2,3,4-tetrahydroisoquinoline-3-carboxylate C(C1=CC=CC=C1)OC1=C2C[C@H](N(CC2=CC=C1OC)C=1OC2=C(N1)C=CC(=C2)C(C)C)C(=O)OC